(S,E)-N1-(5-methyl-7-(3-methylstyryl)-4-oxo-2,3,4,5-tetrahydrobenzo[b][1,4]oxazepin-3-yl)-N2-phenethyloxalamide CN1C2=C(OC[C@@H](C1=O)NC(C(=O)NCCC1=CC=CC=C1)=O)C=CC(=C2)\C=C\C2=CC(=CC=C2)C